(S)-N-(4-amino-6-methyl-5-(quinolin-3-yl)-8,9-dihydropyrimido[5,4-b]indol-8-yl-9,9-d2)acrylamide NC1=NC=NC2=C1N(C=1C(=C[C@H](C(C21)([2H])[2H])NC(C=C)=O)C)C=2C=NC1=CC=CC=C1C2